BrC=1C=C2C(=NC1)N(C=C2)CCO 2-(5-bromo-1H-pyrrolo[2,3-b]pyridin-1-yl)ethan-1-ol